OCCOCC1=C(C(=O)N(C)C)C=CC=C1 ((2-hydroxyethoxy)methyl)-N,N-dimethylbenzamide